2-((3R)-1-(2-Ethyl-6-(1-methyl-5-(((tetrahydro-2H-pyran-2-yl)oxy)methyl)-1H-1,2,3-triazole-4-yl)pyridin-3-yl)piperidin-3-yl)acetic acid methyl ester COC(C[C@@H]1CN(CCC1)C=1C(=NC(=CC1)C=1N=NN(C1COC1OCCCC1)C)CC)=O